C(C)(C)(C)OC(=O)N1CCC(CC1)CC(=O)N[C@H](C(=O)NC1CCC1)CC1=CC=C(C=C1)OCC1=CC=CC=C1.C(C)(C)(C)C1=NC(=CC(=C1)C)C(C)(C)C 2,6-di-tert-butyl-4-methyl-pyridine tert-Butyl-(S)-4-(2-((3-(4-(benzyloxy)phenyl)-1-(cyclobutylamino)-1-oxopropan-2-yl)amino)-2-oxoethyl)piperidine-1-carboxylate